N-[(7S)-1,2,3,10-tetramethoxy-9-oxo-6,7-dihydro-5H-benzo[a]heptalen-7-yl]acetamide COC1=C(C(=CC2=C1C1=CC=C(C(C=C1[C@H](CC2)NC(C)=O)=O)OC)OC)OC